6-(2,3-dichlorophenyl)-5-methylpyrazine-2-carboxylate ClC1=C(C=CC=C1Cl)C1=C(N=CC(=N1)C(=O)[O-])C